CN1N=CC2=C1N=CN(C2=O)NC2=CC(=CC=C2)Cl 1-methyl-5-(3-chlorophenylamino)-1,5-dihydro-4H-pyrazolo[3,4-d]pyrimidin-4-one